1-[2-[2-[(1S)-2-benzyloxy-1-methyl-ethoxy]ethoxy]ethyl]-4-bromo-pyrazole C(C1=CC=CC=C1)OC[C@@H](OCCOCCN1N=CC(=C1)Br)C